FC1=CC2=C(N(C(N=C2N2[C@H](CN(CC2)C(=O)OC(C)(C)C)C)=O)C=2C(=NC=CC2C)C(C)C)N=C1C1=C(C=CC=C1COC(C)C)F tert-butyl (3S)-4-(6-fluoro-7-(2-fluoro-6-(isopropoxymethyl)phenyl)-1-(2-isopropyl-4-methylpyridin-3-yl)-2-oxo-1,2-dihydropyrido[2,3-d]pyrimidin-4-yl)-3-methylpiperazine-1-carboxylate